4-((3-cyano-2-methoxyphenyl)amino)-6-(cyclopropanecarboxamido)-N-methoxynicotinamide C(#N)C=1C(=C(C=CC1)NC1=CC(=NC=C1C(=O)NOC)NC(=O)C1CC1)OC